(5-(5-(2-methyl-5,6,7,8-tetrahydroimidazo[1,2-a]pyrazine-7-carbonyl)-1H-pyrrolo[2,3-b]pyridin-3-yl)pyrazolo[1,5-a]pyridin-3-yl)(piperidin-1-yl)methanone CC=1N=C2N(CCN(C2)C(=O)C=2C=C3C(=NC2)NC=C3C3=CC=2N(C=C3)N=CC2C(=O)N2CCCCC2)C1